(R)-N-(5-((6-(3-(3-(2,5-difluoro-phenoxy)phenyl)-isoxazolidin-2-yl)-pyrimidin-4-yl)-amino)-4-meth-oxy-2-(4-methyl-piperazin-1-yl)-phenyl)acrylamide FC1=C(OC=2C=C(C=CC2)[C@@H]2N(OCC2)C2=CC(=NC=N2)NC=2C(=CC(=C(C2)NC(C=C)=O)N2CCN(CC2)C)OC)C=C(C=C1)F